7-(2-chloro-6-hydroxy-phenyl)-3-(4-isoquinolinyl)-1H-quinazoline-2,4-dione ClC1=C(C(=CC=C1)O)C1=CC=C2C(N(C(NC2=C1)=O)C1=CN=CC2=CC=CC=C12)=O